2,3-dihydroxypropyl (E)-hexadeca-10,15-dienoate C(CCCCCCCC\C=C\CCCC=C)(=O)OCC(CO)O